N-(4-chlorophenyl)-4-hydroxy-3-(4-(4-(trifluoromethoxy)phenyl)piperazin-1-yl)butanamide ClC1=CC=C(C=C1)NC(CC(CO)N1CCN(CC1)C1=CC=C(C=C1)OC(F)(F)F)=O